2-methoxy-N-(2-methoxyethyl)-N-(trifluoro-λ4-sulfanyl)ethylamine COCCN(S(F)(F)F)CCOC